4-(4,4-dimethylcyclohexyl)aniline tert-butyl-(R)-3-((R)-hydroxy(5-(2-methoxy-4-(trifluoromethyl)phenyl)-4-methylfuran-2-yl)methyl)piperidine-1-carboxylate C(C)(C)(C)OC(=O)N1C[C@@H](CCC1)[C@H](C=1OC(=C(C1)C)C1=C(C=C(C=C1)C(F)(F)F)OC)O.CC1(CCC(CC1)C1=CC=C(N)C=C1)C